C(C(=C)C)(=O)OC1=C(C(=C(C=C1)CC(C)C1=C(C(=C(C(=C1)OCC)OC(C(=C)C)=O)OCC)OCC)OCC)OCC (4-methacryloyloxydiethoxyphenyl)-2-(4-methacryloyloxytriethoxyphenyl)propane